nickel chloride-boron salt [B].[Ni](Cl)Cl